(R)-3-n-propylglutarate C(CC)C(CC(=O)[O-])CC(=O)[O-]